FC=1C=C(C=CC1OC1=CC=NC2=CC(=C(C=C12)OC)OCCCN1CCN(CC1)C)NC(=O)C1=NC=CN(C1=O)C1=CC=C(C=C1)Cl N-(3-fluoro-4-{6-methoxy-7-[3-(4-methyl-1-piperazinyl)propoxy]quinolin-4-yloxy}phenyl)-3-oxo-4-(4-chlorophenyl)-3,4-dihydropyrazine-2-carboxamide